ClC1=CC(=C(C=C1)N1N=C(N=C1C1=C(C=C(C=C1)Cl)F)OCC(=O)OC)F methyl {[1,5-bis(4-chloro-2-fluorophenyl)-1H-1,2,4-triazol-3-yl]oxy}acetate